tert-butyl 3-((4-methyl-3-(5-(5-(pyrrolidin-1-ylmethyl)thiophen-2-yl)isoindoline-2-carbonyl)phenyl)amino)azetidine-1-carboxylate CC1=C(C=C(C=C1)NC1CN(C1)C(=O)OC(C)(C)C)C(=O)N1CC2=CC=C(C=C2C1)C=1SC(=CC1)CN1CCCC1